2-((4-(7-(((2s,5r)-5-aminotetrahydro-2H-pyran-2-yl)methyl)-2,7-diazaspiro[3.5]non-2-yl)pyrimidin-5-yl)oxy)-N-ethyl-5-fluoro-N-isopropylbenzamide N[C@@H]1CC[C@H](OC1)CN1CCC2(CN(C2)C2=NC=NC=C2OC2=C(C(=O)N(C(C)C)CC)C=C(C=C2)F)CC1